BrC=1C(=C(C=CC1)C1(CC1)OCC(=O)N1CC2CCC(C1)N2C2=NC=C(C#N)C=C2)F 6-(3-(2-(1-(3-bromo-2-fluorophenyl)cyclopropoxy)acetyl)-3,8-diazabicyclo[3.2.1]octan-8-yl)nicotinonitrile